BrC(C(CC(=O)Cl)(C)C)CBr 4,5-dibromo-3,3-dimethyl-pentanoyl chloride